The molecule is a glycosyloxyflavone that is luteolin substituted by a methoxy group at position 6 and an alpha-L-rhamnosyl moiety at position 7 via a glycosidic linkage. It is an alpha-L-rhamnoside, a trihydroxyflavone, a monomethoxyflavone, a monosaccharide derivative and a glycosyloxyflavone. It derives from a luteolin. C[C@H]1[C@@H]([C@H]([C@H]([C@@H](O1)OC2=C(C(=C3C(=C2)OC(=CC3=O)C4=CC(=C(C=C4)O)O)O)OC)O)O)O